2-(aminoethyl)-3-aminopropyl-trimethoxysilane NCCC(C[Si](OC)(OC)OC)CN